C1(CC1)C([C@@H](C(=O)NC1=NC(=C(C=C1)C=1C(=NNC1CC)C)F)NC(=O)C=1N(N=NC1)C(C)C)C1CC1 N-[(1S)-1-(dicyclopropylmethyl)-2-[[5-(5-ethyl-3-methyl-1H-pyrazol-4-yl)-6-fluoro-2-pyridyl]amino]-2-oxo-ethyl]-3-isopropyl-triazole-4-carboxamide